O1N=C(N=C1)C1OCCN(C1)C=1N=C(C=2N=C(N(C(C2N1)=O)C)C)C1=C(C=C(C=C1)Cl)F 6-(2-(1,2,4-oxadiazol-3-yl)morpholino)-8-(4-chloro-2-fluorophenyl)-2,3-dimethylpyrimidino[5,4-d]pyrimidin-4(3H)-one